(tert-butyl-2-(4-(6-fluoroquinolin-4-yl)cyclohexyl)cyclopropane) carbamate C(N)(O)=O.C(C)(C)(C)C1C(C1)C1CCC(CC1)C1=CC=NC2=CC=C(C=C12)F